4-bromo-5-methyl-2-(2-(4,4,5,5-tetramethyl-1,3,2-dioxaborolan-2-yl)vinyl)phenol BrC1=CC(=C(C=C1C)O)C=CB1OC(C(O1)(C)C)(C)C